3-(4-(4-((1-(4-amino-5-methoxy-2-(1-methyl-1H-pyrazol-4-yl)phenyl)piperidin-4-yl)methyl)piperazin-1-yl)phenyl)piperidine-2,6-dione NC1=CC(=C(C=C1OC)N1CCC(CC1)CN1CCN(CC1)C1=CC=C(C=C1)C1C(NC(CC1)=O)=O)C=1C=NN(C1)C